(S)-N-(3-(difluoromethyl)-4-fluorophenyl)-1-(6-methyl-4-(trifluoromethyl)pyridin-2-yl)-N-(3-(pyrrolidin-1-yl)propyl)pyrrolidine-2-carboxamide FC(C=1C=C(C=CC1F)N(C(=O)[C@H]1N(CCC1)C1=NC(=CC(=C1)C(F)(F)F)C)CCCN1CCCC1)F